CC1NC(CCC1O)C 2,6-dimethyl-3-hydroxypiperidine